methyl (S)-2-(3-(2-(3-fluoroazetidin-1-yl) ethyl)-6-oxo-4-(trifluoromethyl) pyridazin-1(6H)-yl)-4-methylpentanoate FC1CN(C1)CCC1=NN(C(C=C1C(F)(F)F)=O)[C@H](C(=O)OC)CC(C)C